BrC=1C2=C(C(N(C1)C)=O)NC(=C2C=2OC(CN2)(C)C)C 4-bromo-3-(5,5-dimethyl-4,5-dihydrooxazol-2-yl)-2,6-dimethyl-1H-pyrrolo[2,3-c]pyridin-7(6H)-one